CN1CC(OBOC(C1)=O)=O 6-methyl-1,3,6,2-dioxazaborocan-4,8-dione